COC=1C=C2C(=CN1)N(C(C2)=O)C(=O)OC(C)(C)C tert-butyl 5-methoxy-2-oxo-2,3-dihydro-pyrrolo[2,3-c]pyridine-1-carboxylate